sorbitol mono-palmitate C(CCCCCCCCCCCCCCC)(=O)O.OC[C@H](O)[C@@H](O)[C@H](O)[C@H](O)CO